C(#N)C(C(=O)NC([O-])=O)=NNC1=CC(=C(C(=C1)Cl)OC=1C=C2CCN(C(C2=CC1)=O)CC1=CC=C(C=C1)F)Cl (2-cyano-2-(2-(3,5-dichloro-4-((2-(4-fluorobenzyl)-1-oxo-1,2,3,4-tetrahydroisoquinolin-6-yl)oxy)phenyl)hydrazono)acetyl)carbamate